(S)-3-(3-bromo-2-((ethylamino)methyl)-4-fluorophenoxy)butan-1-amine BrC=1C(=C(O[C@H](CCN)C)C=CC1F)CNCC